[O-]S(=O)(=O)C(F)(F)F.C(C)[N+]1=CC=C(C=C1)C 1-Ethyl-4-methylpyridinium triflat